FC1=C(C=C2C(N(C(N(C2=C1)C1CCN(CC1)C=O)=O)CC1=CC=C(C=C1)N1CCOCC1)=O)OC(CF)CF 4-{7-fluoro-6-[2-fluoro-1-(fluoromethyl)ethoxy]-3-(4-(morpholin-4-yl)-benzyl)-2,4-dioxo-3,4-dihydroquinazolin-1(2H)-yl}piperidine-1-carbaldehyde